2-[2-(4-bromo-3-methyl-phenoxy)-7-azaspiro[3.5]nonan-7-yl]acetic acid BrC1=C(C=C(OC2CC3(C2)CCN(CC3)CC(=O)O)C=C1)C